[I-].S1C2=C(C=C1)C(=CC=C2)N2CC[N+](CC2)(COC(CCCCCCCCCCCCCCCCC)=O)CCCCOC2=CC=C1C=CC(NC1=C2)=O 4-(benzo[b]thiophen-4-yl)-1-(4-(2-oxo-1,2-dihydroquinolin-7-yloxy)butyl)-1-(stearoyloxymethyl)piperazin-1-ium iodide